(trans)-(3-(4-tert-butylphenyl)allyl)(methyl)sulfur C(C)(C)(C)C1=CC=C(C=C1)/C=C/CSC